COC1=CC(=CC(=C1)NC(=O)C2=CC=CC=C2Cl)OC 2-chloro-N-(3,5-dimethoxyphenyl)benzamide